ethyl (S)-3-(3-(4-hydroxy-1-methyl-2-oxo-1,2-dihydropyridin-3-yl)ureido)-3-(3'-methoxy biphenyl-3-yl)propanoate OC1=C(C(N(C=C1)C)=O)NC(N[C@@H](CC(=O)OCC)C=1C=C(C=CC1)C1=CC(=CC=C1)OC)=O